CN1N=CC(=C1)C1=C(C=C2C(=N1)N=C(S2)N2CCOCC2)NC(=O)C=2N=C(OC2)C2=CC(=NC=C2)C N-(5-(1-methyl-1H-pyrazol-4-yl)-2-morpholinothiazolo[4,5-b]pyridin-6-yl)-2-(2-methylpyridin-4-yl)oxazole-4-carboxamide